rac-(1S,2S)-2-(5-chloro-2-cyanophenyl)-N-(4-(((6-cyclopropylimidazo[1,2-a]pyrimidin-2-yl)methyl)amino)pyridin-2-yl)cyclopropane-1-carboxamide ClC=1C=CC(=C(C1)[C@@H]1[C@H](C1)C(=O)NC1=NC=CC(=C1)NCC=1N=C2N(C=C(C=N2)C2CC2)C1)C#N |r|